FC1(CC(CC1)CN1N=C(C(=C1)OC)C(F)(F)F)F 1-((3,3-difluorocyclopentyl)methyl)-4-methoxy-3-(trifluoromethyl)-1H-pyrazole